2-[5-(5-chloro-2-fluoro-phenyl)-1H-imidazol-4-yl]-7-(4,5,6,7-tetrahydrotriazolo[1,5-a]pyrazin-3-yl)-1,5-naphthyridine ClC=1C=CC(=C(C1)C1=C(N=CN1)C1=NC2=CC(=CN=C2C=C1)C=1N=NN2C1CNCC2)F